FC1CN(C1)CCC1=NN=CO1 5-[2-(3-fluoroazetidin-1-yl)ethyl]-1,3,4-oxadiazole